6-(5-(4-(Methylsulfonyl)piperazin-1-yl)benzo[d]oxazol-2-yl)-4-(trifluoromethyl)pyridin-2-ol CS(=O)(=O)N1CCN(CC1)C=1C=CC2=C(N=C(O2)C2=CC(=CC(=N2)O)C(F)(F)F)C1